2,4,6-trimethylphenylammonium tetrakis(pentafluorophenyl)borate FC1=C(C(=C(C(=C1[B-](C1=C(C(=C(C(=C1F)F)F)F)F)(C1=C(C(=C(C(=C1F)F)F)F)F)C1=C(C(=C(C(=C1F)F)F)F)F)F)F)F)F.CC1=C(C(=CC(=C1)C)C)[NH3+]